thienothiophen S1C=CC2=C1C=CS2